BrC1=CC2=C(COCC(S2)F)C(=C1)F 8-bromo-2,6-difluoro-3,5-dihydro-2H-4,1-benzoxathiepine